CN1N=C(C2=CC=CC(=C12)N1CCC(CC1)CN1[C@@H](CNCC1)C(F)(F)F)C1C(NC(CC1)=O)=O 3-(1-methyl-7-(4-(((S)-2-(trifluoromethyl)piperazin-1-yl)methyl)piperidin-1-yl)-1H-indazol-3-yl)piperidine-2,6-dione